C(C)(C)(C)OC(=O)N1CCN(CC1)C=1C(=NC=C(C1)C=1C(=C(C=C(C1)F)C1=CC(=C(C=C1)N1C(N(CC1)C)=O)Cl)OC)C(=O)OC 4-(5-(3'-chloro-5-fluoro-2-methoxy-4'-(3-methyl-2-oxoimidazolidin-1-yl)-[1,1'-biphenyl]-3-yl)-2-(methoxycarbonyl)pyridin-3-yl)piperazine-1-carboxylic acid tert-butyl ester